methyl-2-octynate COC(C#CCCCCC)=O